FC(S(=O)(=O)NC1=C(C=CC=C1)C1=CC=C2[C@@H]([C@H](COC2=C1)CC1=NC=CC=C1)O)(F)F 1,1,1-trifluoro-N-{2-[(3S,4R)-4-hydroxy-3-(pyridin-2-ylmethyl)-3,4-dihydro-2H-chromen-7-yl]phenyl}-methanesulfonamide